C(C=C)N1CCN(CC1)C1=C(C=C(C(=C1)OC)NC1=NC=NC(=C1)N1OCC[C@@H]1C1=CC(=C(C=C1)F)C(F)(F)F)NC(C=C)=O (R)-N-(2-(4-allylpiperazin-1-yl)-5-((6-(3-(4-fluoro-3-(trifluoromethyl)phenyl)isooxazolidin-2-yl)pyrimidin-4-yl)amino)-4-methoxyphenyl)acrylamide